[N-(3-chloro-2,6-xylyl)2-methoxyacetamido]butyrolactone ClC=1C(=C(C(=CC1)C)N(C(COC)=O)C1C(=O)OCC1)C